CC1([C@H](CNC1=O)NC(C(=O)C1=C(C(=C(N1C)C)C(=O)NC1=CC(=C(C=C1)F)C)C)=O)C (R)-5-(2-((4,4-dimethyl-5-oxopyrrolidin-3-yl)amino)-2-oxoacetyl)-N-(4-fluoro-3-methylphenyl)-1,2,4-trimethyl-1H-pyrrole-3-carboxamide